bismuth alpha-octyl-alpha-phenyl-phenylacetate C(CCCCCCC)C(C(=O)[O-])(C1=CC=CC=C1)C1=CC=CC=C1.[Bi+3].C(CCCCCCC)C(C(=O)[O-])(C1=CC=CC=C1)C1=CC=CC=C1.C(CCCCCCC)C(C(=O)[O-])(C1=CC=CC=C1)C1=CC=CC=C1